tert-butyl ((1r,3r)-3-(4-(2-(4-((3-fluoro-6-(1H-1,2,3-triazol-1-yl) Pyridin-2-yl)oxy)phenyl)propan-2-yl)phenoxy)cyclobutyl)carbamate FC=1C(=NC(=CC1)N1N=NC=C1)OC1=CC=C(C=C1)C(C)(C)C1=CC=C(OC2CC(C2)NC(OC(C)(C)C)=O)C=C1